C(C1=CC=CC=C1)O[C@@H]1CC(N(C1)C(=O)OC(C)(C)C)(C(=O)OCC1=CC=CC=C1)CC=CC (4R)-2-Benzyl 1-tert-butyl 4-(benzyloxy)-2-(but-2-enyl)pyrrolidine-1,2-dicarboxylate